[Au].[Cr] Chromium-Gold